[Si](C)(C)(C(C)(C)C)OCCOC1=C(C=CC=C1)CC(=O)O 2-((tert-butyldimethylsilyl)oxyethoxy)phenylacetic acid